isopentenyl pyrophosphate Isopentenyl-Pyrophosphate C(CC(=C)C)OP(O)(=O)OP(=O)(O)O.O(P(O)(=O)OP(=O)(O)O)CCC(=C)C